2-(4-((5-chloro-3-fluoropyridin-2-yl)methyl)piperazin-1-yl)-6-fluoro-4-isobutylbenzonitrile ClC=1C=C(C(=NC1)CN1CCN(CC1)C1=C(C#N)C(=CC(=C1)CC(C)C)F)F